4-(1-(2-(4-methoxyphenyl)-2-oxoethyl)-6-((4-methoxyphenyl)amino)-1H-indole-2-carbonyl)morpholin-2-one COC1=CC=C(C=C1)C(CN1C(=CC2=CC=C(C=C12)NC1=CC=C(C=C1)OC)C(=O)N1CC(OCC1)=O)=O